FC1=C(C(=C(C=C1\C=C\C1=CC=C(C=C1)F)O)C(C)C)O (E)-4-fluoro-5-(4-fluorostyryl)-2-isopropylbenzene-1,3-diol